CC1=CC=C(OCC(=O)N(CC2OCCC2)C2=NNC=C2)C=C1 2-(4-Methylphenoxy)-N-(1H-pyrazol-3-yl)-N-(tetrahydrofuran-2-ylmethyl)acetamid